monohexadecylglycerol CCCCCCCCCCCCCCCCC(CO)(CO)O